7-(4-aminophenyl)-isoquinoline-5-sulfonic acid (2-amino-ethyl)-amide NCCNS(=O)(=O)C=1C=2C=CN=CC2C=C(C1)C1=CC=C(C=C1)N